FC=1C=C(C=CC1OC1=CC=NC2=CC(=CN=C12)OC)NC(=O)C1=NNC(=C(C1=O)C1=CC=C(C=C1)F)C N-[3-fluoro-4-[(7-methoxy-1,5-naphthyridin-4-yl)oxy]phenyl]-5-(4-fluorophenyl)-6-methyl-4-oxo-1H-pyridazine-3-carboxamide